ClC=1C=C(C=CC1Cl)C1=C(C=CC(=C1)F)N 3',4'-dichloro-5-fluoro-biphenyl-2-ylamine